(bis(2,6-diethoxyphenyl)phosphino)-9H-carbazole-9-carboxamide C(C)OC1=C(C(=CC=C1)OCC)P(C1=C(C=CC=C1OCC)OCC)C1=CC=CC=2C3=CC=CC=C3N(C12)C(=O)N